6-O-methoxycarbonyl-(β-D-glucopyranosyloxy)-5-methylpyrazole COC(=O)OC[C@@H]1[C@H]([C@@H]([C@H]([C@@H](O1)OC1=NNC(=C1)C)O)O)O